2-(5-chloro-2-fluorophenyl)-2-[(4-{[(1,3-oxazol-2-yl)amino]methyl}-1H-1,3-benzodiazol-2-yl)amino]propan-1-ol ClC=1C=CC(=C(C1)C(CO)(C)NC1=NC2=C(N1)C=CC=C2CNC=2OC=CN2)F